FC(C1=CC=C(C=C1)C=1C(=NC=CN1)N)(F)F [4-(trifluoromethyl)phenyl]pyrazin-2-amine